[Na+].S(=O)([O-])[O-].[Na+] sodium sulfite, sodium salt